1-[3-([4,5-dichloro-2-[(4-methoxyphenyl)methoxy]phenyl]carbonyl)pyrrolidin-1-yl]ethan-1-one ClC1=CC(=C(C=C1Cl)C(=O)C1CN(CC1)C(C)=O)OCC1=CC=C(C=C1)OC